FC1=NC=CC(=C1)C1=C(N=C2N1C=CC=N2)C2=CC1=C(OCCN1)C=C2 6-(3-(2-Fluoropyridin-4-yl)imidazo[1,2-a]pyrimidin-2-yl)-3,4-dihydro-2H-benzo[b][1,4]oxazine